ClCCN(C)CC1=C(N=NC(=C1C)Cl)Cl 2-chloro-N-[(3,6-dichloro-5-methylpyridazin-4-yl)methyl]-N-(methyl)ethan-1-amine